CC1CN(CC(O1)C)C=1C=C2C(=CC=NC2=CC1)NC1=CC=C(C=C1)C1=NC2=C(N1)C=CC(=C2)NC2=CC(=NC=C2)C 6-(2,6-dimethylmorpholinyl)-N-(4-(5-((2-methylpyridin-4-yl)amino)-1H-benzo[d]imidazol-2-yl)phenyl)quinolin-4-amine